3-(5-{(3S)-1-[4-(methylsulfonyl)benzyl]-3-pyrrolidinyl}-1,3,4-oxadiazol-2-yl)pyridine CS(=O)(=O)C1=CC=C(CN2C[C@H](CC2)C2=NN=C(O2)C=2C=NC=CC2)C=C1